Cl.ClC1=C(C=CC=C1C=1C=NC(=CC1)OC(F)F)[C@@]1(CC(N(C(N1)=N)[C@H]1C[C@H](S(CC1)(=O)=O)C)=O)C |o1:25,27| (6S)-6-{2-Chloro-3-[6-(difluoro-methoxy)pyridin-3-yl]phenyl}-2-imino-6-methyl-3-[(2R*,4R*)-2-methyl-1,1-dioxothian-4-yl]-hexahydropyrimidin-4-one hydrochloride